1-(tert-butyl)-4-(3-methylphenoxy)-1H-pyrazole-5-carboxylic acid methyl ester COC(=O)C1=C(C=NN1C(C)(C)C)OC1=CC(=CC=C1)C